Methyl 3,6-anhydro-2-O-methyl-5-O-(methylsulfonyl)-β-L-glucofuranoside CO[C@@H]1[C@@H](OC)O[C@@H]2[C@H]1OC[C@@H]2OS(=O)(=O)C